C1N(CC12CCC2)C2=CC=1NC(C3N(C1N=C2)CCNC3)=O 3-(2-azaspiro[3.3]heptan-2-yl)-7,8,9,10-tetrahydro-5H-pyrazino[1,2-a]pyrido[3,2-e]pyrazin-6(6aH)-one